NC1=NC(=CC(=N1)N1CCC2(C[C@H](NC2)C(=O)O)CC1)O[C@@H](C(F)(F)F)C1=C(C=C(C=C1)C=1C=C2CCCOC2=CC1)N1N=C(C=C1)C (S)-8-(2-amino-6-((R)-1-(4-(chroman-6-yl)-2-(3-methyl-1H-pyrazol-1-yl)phenyl)-2,2,2-trifluoroethoxy)pyrimidin-4-yl)-2,8-diazaspiro[4.5]decane-3-carboxylic acid